tert-butyl N-[(2S)-3-hydroxy-4-methoxy-1-[(3S)-2-oxopyrrolidin-3-yl]butan-2-yl]carbamate OC([C@H](C[C@H]1C(NCC1)=O)NC(OC(C)(C)C)=O)COC